C(#N)CCN1CC(=CC1)C1=C2C(=NC=C1)NC=C2 4-(1-(2-cyanoethyl)-2,5-dihydro-1H-pyrrol-3-yl)-1H-pyrrolo[2,3-b]pyridin